Cl.FC(CNC)F 2,2-difluoro-N-methylethan-1-amine-HCl salt